NC1=C(C=C(C=C1)C(=O)C=1NC=2C=C(C3=C(C2C1)C=CC=C3)O)OC (4-Amino-3-methoxy-phenyl)-(5-hydroxy-3H-benzo[e]indol-2-yl)-methanone